methyl (3S)-3-{[(2S,4R)-1-[(2R)-2-amino-3,3-dimethylbutanoyl]-4-hydroxypyrrolidin-2-yl]formamido}-3-[4-(4-methyl-1,3-thiazol-5-yl)phenyl]propanoate N[C@@H](C(=O)N1[C@@H](C[C@H](C1)O)C(=O)N[C@@H](CC(=O)OC)C1=CC=C(C=C1)C1=C(N=CS1)C)C(C)(C)C